C1(CC1)C=1C(=NC(=CC1)N1C=NC2=C1C=C(C(=C2)OC)NC=2N=NC(=CC2)C)N2N=C(C=C2C)C#N 1-[3-cyclopropyl-6-[5-methoxy-6-[(6-methylpyridazin-3-yl)amino]benzimidazol-1-yl]-2-pyridyl]-5-methyl-pyrazole-3-carbonitrile